1-(6-methoxy-4-(trifluoromethyl)pyridin-3-yl)-N,N-dimethylmethanamine COC1=CC(=C(C=N1)CN(C)C)C(F)(F)F